(R)-4-((1-(3-(difluoromethyl)-2-fluorophenyl)ethyl)amino)-2-methyl-6H-[1,4]oxazino[3,2-g]quinazolin-7(8H)-one FC(C=1C(=C(C=CC1)[C@@H](C)NC1=NC(=NC2=CC3=C(C=C12)NC(CO3)=O)C)F)F